tri-nonyl-diphenylamine C(CCCCCCCC)C1=C(C(=C(C=C1)NC1=CC=CC=C1)CCCCCCCCC)CCCCCCCCC